C(COCCOCCOCCOC)N 3,6,9,12-tetraoxatridecylamine